((1s,4s)-4-((4-(6-((6-acetyl-8-cyclopentyl-5-methyl-7-oxo-7,8-dihydropyrido[2,3-d]pyrimidin-2-yl)amino)pyridin-3-yl)piperidin-1-yl)methyl)cyclohexyl)methyl methanesulfonate CS(=O)(=O)OCC1CCC(CC1)CN1CCC(CC1)C=1C=NC(=CC1)NC=1N=CC2=C(N1)N(C(C(=C2C)C(C)=O)=O)C2CCCC2